N1=C(N=CC=C1)C1=C(C=CC=C1)C(=O)N1[C@@H]2[C@@H](C[C@H](C1)CC2)NC2=NC=C(N=C2)C(F)(F)F (2-(pyrimidin-2-yl)phenyl)((1S,4R,6R)-6-((5-(trifluoromethyl)pyrazin-2-yl)amino)-2-azabicyclo[2.2.2]octan-2-yl)methanone